2-[1,5-di-tert-butyl-8-oxabicyclo[3.2.1]octa-2,6-dien-3-yl]-4,4,5,5-tetramethyl-1,3,2-dioxaborolane C(C)(C)(C)C12C=C(CC(C=C1)(O2)C(C)(C)C)B2OC(C(O2)(C)C)(C)C